di-(cyclopentylmethyl)methylene(cyclopentadienyl)(2,7-diphenyl-3,6-di-tert-butylfluorenyl)zirconium dichloride [Cl-].[Cl-].C1(CCCC1)CC(=[Zr+2](C1=C(C(=CC=2C3=CC(=C(C=C3CC12)C1=CC=CC=C1)C(C)(C)C)C(C)(C)C)C1=CC=CC=C1)C1C=CC=C1)CC1CCCC1